1,2-thiazinane 1,1-dioxide S1(NCCCC1)(=O)=O